NC1=C([N+](=CC2=C(C=CC=C12)C=1C(=NC=CC1)OC)[O-])C(NCCC)=O 4-amino-8-(2-methoxypyridin-3-yl)-3-(propylcarbamoyl)isoquinoline-2-oxide